ClC1=NC2=CC(=CC=C2C(=N1)N[C@@](CNC(C)=O)(CCCC)C)F (R)-N-(2-((2-chloro-7-fluoroquinazolin-4-yl)amino)-2-methylhexyl)acetamide